COC1=CC=C(C=C1)C1=CC=CC=C1 L-p-methoxybiphenyl